C(C)[C@H]1N(C[C@@H](N(C1)C1=CC(N(C=2N1N=C(C2)CO)C)=O)C)C(=O)OC(C)(C)C tert-butyl (2R,5S)-2-ethyl-4-(2-(hydroxymethyl)-4-methyl-5-oxo-4,5-dihydropyrazolo[1,5-a]pyrimidin-7-yl)-5-methylpiperazine-1-carboxylate